ClCCCN1CCN(CC1)C1=C(C=CC=C1)OC 1-(3-chloropropyl)-4-(2-methoxyphenyl)piperazine